2-(3-chlorophenyl)-1-phenylethyl (3-cyclohexyl-1-oxo-1-((1-oxo-3-(2-oxopyrrolidin-3-yl)propan-2-yl)amino)propan-2-yl)carbamate C1(CCCCC1)CC(C(NC(C=O)CC1C(NCC1)=O)=O)NC(OC(CC1=CC(=CC=C1)Cl)C1=CC=CC=C1)=O